O1CCC(=CC1)C=1C=NN2C1C=C(C=C2)B2OC(C(O2)(C)C)(C)C 3-(3,6-dihydro-2H-pyran-4-yl)-5-(4,4,5,5-tetramethyl-1,3,2-dioxaborolan-2-yl)pyrazolo[1,5-a]pyridine